C1(CC1)S(=O)(=O)N1CCCC1 1-Cyclopropylsulfonylpyrrolidin